O=C[C@@H](O)[C@H](O)[C@H](O)CO |r| d,L-arabinose